F\C(=C/C=1OC=CC1)\[N+](=O)[O-] (Z)-2-(2-fluoro-2-nitrovinyl)furan